7-(Benzyloxy)-4'-((R)-2-(methoxymethyl)-4-tritylpiperazin-1-yl)-2'-(((S)-pyrrolidin-2-yl)methoxy)-3,4,5',8'-tetrahydro-2H,6'H-spiro[naphthalene-1,7'-quinazoline] C(C1=CC=CC=C1)OC1=CC=C2CCCC3(CCC=4C(=NC(=NC4C3)OC[C@H]3NCCC3)N3[C@H](CN(CC3)C(C3=CC=CC=C3)(C3=CC=CC=C3)C3=CC=CC=C3)COC)C2=C1